N-[4-cyano-5-[4-[2-[[3-(2,2-dimethylpropyl)isoxazol-5-yl]amino]-2-oxo-ethyl]-2,3-difluoro-phenyl]-2-isopropyl-pyrazol-3-yl]carbamic acid tert-butyl ester C(C)(C)(C)OC(NC=1N(N=C(C1C#N)C1=C(C(=C(C=C1)CC(=O)NC1=CC(=NO1)CC(C)(C)C)F)F)C(C)C)=O